FC1=C(CCOC1)B1OC(C(O1)(C)C)(C)C 2-(5-fluoro-3,6-dihydro-2H-pyran-4-yl)-4,4,5,5-tetramethyl-1,3,2-dioxaborolane